(2,3-dichlorophenyl)-3-methylpyrimidin-4(3H)-one ClC1=C(C=CC=C1Cl)C1=NC=CC(N1C)=O